O=C1NC(CCC1N1C(C2=CC=CC(=C2C1=O)N1CCC(CC1)OC1=CC=C(C(=O)O)C=C1)=O)=O 4-({1-[2-(2,6-dioxopiperidin-3-yl)-1,3-dioxoisoindol-4-yl]piperidin-4-yl}oxy)benzoic acid